1-(4-ethylphenyl)-N-(4-methoxyphenyl)-N-methyl-1H-1,2,4-triazole-3-carboxamide C(C)C1=CC=C(C=C1)N1N=C(N=C1)C(=O)N(C)C1=CC=C(C=C1)OC